C1(=CC(=CC=C1)C1=NC(=NC=C1Cl)NC=1C=C(C=NC1)NC(CCCCN1CCN(CC1)C(=O)OC(C)(C)C)=O)C1=CC=CC=C1 tert-butyl 4-(5-((5-((4-([1,1'-biphenyl]-3-yl)-5-chloropyrimidin-2-yl)amino)pyridin-3-yl)amino)-5-oxopentyl)piperazine-1-carboxylate